(R)-2-(2,8-Dimethylimidazo[1,2-b]pyridazin-6-yl)-7-(3-methylpiperazin-1-yl)-4H-pyrido[1,2-a]pyrimidin-4-on CC=1N=C2N(N=C(C=C2C)C=2N=C3N(C(C2)=O)C=C(C=C3)N3C[C@H](NCC3)C)C1